(4-fluorophenyl)(phenyl)phosphine chloride [Cl-].FC1=CC=C(C=C1)PC1=CC=CC=C1